C(CCCCCCC)C1=CC=C(C=C1)O monooctyl-phenol